BrCC1=CC(=C2N=C(C(NC2=C1)=O)C)OC1=CC=C(C#N)C=C1 4-((7-(bromomethyl)-3-methyl-2-oxo-1,2-dihydroquinoxalin-5-yl)oxy)benzonitrile